C(C)(C)(C)C1=NC(=NO1)C1=CC=C(C=C1)C(=O)N1CC2(C1)CC(C2)N2C=NC(=C2)C(F)(F)F [4-(5-tert-butyl-1,2,4-oxadiazol-3-yl)phenyl]-[6-[4-(trifluoromethyl)imidazol-1-yl]-2-azaspiro[3.3]heptan-2-yl]methanone